FC=1C(=NC(=NC1)N[C@@H]1CC[C@H](CC1)NC(OC(C)(C)C)=O)C1=CC(=NC=C1)N1C(CCCC1)=O trans-tert-butyl (4-((5-fluoro-4-(2-(2-oxopiperidin-1-yl)pyridin-4-yl)pyrimidin-2-yl)amino)cyclohexyl)carbamate